S(C=1C(=CC(=C(C1)C(C)(C)C)O)C)C=1C(=CC(=C(C1)C(C)(C)C)O)C 4,4'-Thiobis(6-t-butyl-m-cresol)